C(#N)C1=C(C=CC(=C1)[N+](=O)[O-])NC(CN1N=NC(=C1)C1=CC=C(C=C1)C)=O N-(2-cyano-4-nitrophenyl)-2-(4-(p-tolyl)-1H-1,2,3-triazol-1-yl)acetamide